2-(5-((E)-((1s,2s,5s,6r)-2,6-difluoro-1,5-dimethyl-8-azabicyclo[3.2.1]oct-3-ylidene)methyl)pyrazin-2-yl)-5-(1H-imidazol-1-yl)phenol F[C@@H]\1[C@@]2(C[C@H]([C@](C/C1=C\C=1N=CC(=NC1)C1=C(C=C(C=C1)N1C=NC=C1)O)(N2)C)F)C